(1S,2R)-2-(Prop-2-yn-1-yloxy)-2,3-dihydro-1H-inden C(C#C)OC1CC2=CC=CC=C2C1